C1(CC1)N1N=CC(=C1)[C@@H]1OCC[C@@H](C1)C1=NC2=NC(=C(N=C2C(=N1)C1=C(C=C(C=C1)C(F)(F)F)F)C(F)F)C 2-[(2R,4S)-2-(1-cyclopropylpyrazol-4-yl)tetrahydropyran-4-yl]-6-(difluoromethyl)-4-[2-fluoro-4-(trifluoromethyl)phenyl]-7-methyl-pteridine